BrC1=C(C=CC=C1)C1=C(N=NC(=C1)Cl)Cl 4-(2-Bromophenyl)-3,6-dichloropyridazine